4-(7-(3-Aminopiperidin-1-yl)-3-(m-tolyl)-3H-imidazo[4,5-b]pyridin-2-yl)-2-fluorobenzonitrile NC1CN(CCC1)C1=C2C(=NC=C1)N(C(=N2)C2=CC(=C(C#N)C=C2)F)C=2C=C(C=CC2)C